O=C(/C=C/C1=CC=C(C(=O)O)C=C1)C1=CC=C(C=C1)OCC(N1CCCC1)=O 4-[(E)-3-Oxo-3-[4-(2-oxo-2-pyrrolidin-1-ylethoxy)phenyl]prop-1-enyl]benzoic acid